Cl.CN(C(CNC(=O)N1CC2=CC=CC(=C2C1)F)C1=CSC=C1)C N-(2-(dimethylamino)-2-(thiophen-3-yl)ethyl)-4-fluoroisoindoline-2-carboxamide hydrochloride